1,3-diglycidyl-5-allyl-5-isopropylbarbituric acid C(C1CO1)N1C(=O)N(C(=O)C(C1=O)(C(C)C)CC=C)CC1CO1